C(C)(=O)OC(COC1=C(C=C(C=C1Cl)S(=O)(=O)C1=CC=C(C=C1)OCC(CN1C=NC=C1)OC(C)=O)Cl)CCl 1-(4-((4-(2-acetoxy-3-(1H-imidazol-1-yl)propoxy)phenyl)sulfonyl)-2,6-dichlorophenoxy)-3-chloropropan-2-yl acetate